Ethyl 5-(N-(5-chloro-6-chloro-2,3-dihydro-1H-inden-2-yl)sulfamoyl)-2-methyl-1H-pyrrole-3-carboxylate ClC=1C=C2CC(CC2=CC1Cl)NS(=O)(=O)C1=CC(=C(N1)C)C(=O)OCC